N-(2-(6-(2,6-difluoro-3,5-dimethoxyphenyl)-4,5,6,7-tetrahydro-1H-indazol-3-yl)phenyl)but-2-ynamide FC1=C(C(=C(C=C1OC)OC)F)C1CCC=2C(=NNC2C1)C1=C(C=CC=C1)NC(C#CC)=O